C(C1CO1)N(CC1CO1)C1(CC=C(C=C1)N)N 4-(N,N-diglycidyl-amino)-p-phenylenediamine